4-bromo-5-[[5-[4-(chloromethyl)phenyl]-1-methyl-3-piperidyl]amino]-2-methyl-pyridazin-3-one BrC=1C(N(N=CC1NC1CN(CC(C1)C1=CC=C(C=C1)CCl)C)C)=O